C1(CC1)C#C[C@@]1(NC(NC2=CC(=CC=C12)CN1C(NC(C=C1)=O)=O)=O)C(F)(F)F (S)-1-((4-(cyclopropylethynyl)-2-oxo-4-(trifluoromethyl)-1,2,3,4-tetrahydroquinazolin-7-yl)methyl)pyrimidine-2,4(1H,3H)-dione